C(\C=C\C)(=O)N1C(C2=CC=CC(=C2C1)C=1C=C2C(=NNC2=CC1)C)=O 2-[(2E)-but-2-enoyl]-4-(3-methyl-1H-indazol-5-yl)-2,3-dihydro-1H-isoindol-1-one